monodecyl phosphate monosodium salt [Na+].P(=O)(OCCCCCCCCCC)([O-])O